N1(C=NC=C1)C1=CC=C(C=N1)/C=C/C=1C=NC(=NC1)N1C[C@@H](N(CC1)C1=NC=C(C=N1)CO)COC (R,E)-(2-(4-(5-(2-(6-(1H-imidazol-1-yl)pyridin-3-yl)vinyl)pyrimidin-2-yl)-2-(methoxymethyl)piperazin-1-yl)pyrimidin-5-yl)methanol